O=C(CC1=C(C=CC=C1)C=1C=C(C(N(N1)COCC[Si](C)(C)C)=O)C(F)(F)F)N1CCN(CC1)C1=NC=C(C=N1)C(F)(F)F 6-[2-[2-oxo-2-[4-[5-(trifluoromethyl)pyrimidin-2-yl]piperazin-1-yl]ethyl]phenyl]-4-(trifluoromethyl)-2-(2-trimethylsilylethoxymethyl)pyridazin-3-one